N1NCC1 Diazacyclobutane